N-((2S)-1-((5-cyano-2-fluoro-4-(1-oxo-1-((2,2,2-trifluoroethyl)amino)propan-2-yl)phenyl)amino)-3,3-dicyclopropyl-1-oxopropan-2-yl)-1-isopropyl-1H-pyrazole-5-carboxamide C(#N)C=1C(=CC(=C(C1)NC([C@H](C(C1CC1)C1CC1)NC(=O)C1=CC=NN1C(C)C)=O)F)C(C(NCC(F)(F)F)=O)C